Nitrogen [5-[3-(ethylamino)pyrrolidin-1-yl]-2-pyridyl]-5-fluoro-4-(3-isopropyl-2-methyl-2H-indazol-5-yl)pyrimidin-2-amine C(C)NC1CN(CC1)C=1C=CC(=NC1)C1=C(C(=NC(=N1)N)C1=CC2=C(N(N=C2C=C1)C)C(C)C)F.[N]